OC1=C(C(=O)O)C(=CC(=C1)O)O.OC[C@](CCCC)(C)NC(C1=CC=CC=C1)=O (R)-N-(1-hydroxy-2-methylhex-2-yl)benzamide 2,4,6-trihydroxybenzoate